FC1=CC=C(C(=O)NC2CCC(CC2)NC2=CC(=NC3=CC=C(C=C23)CC)C(F)(F)F)C=C1 4-fluoro-N-[(1s,4s)-4-{[6-ethyl-2-(trifluoromethyl)quinolin-4-yl]amino}cyclohexyl]benzamide